Bromoketon BrC(=O)Br